CC1(C(C2=CC=C(C=C2C1)C1=CSC=C1C)NC(O[C@@H]1CN2CCC1CC2)=O)C (S)-quinuclidin-3-yl (2,2-dimethyl-5-(4-methylthiophen-3-yl)-2,3-dihydro-1H-inden-1-yl)carbamate